4-methyl-6-(trifluoromethoxy)indoline CC1=C2CCNC2=CC(=C1)OC(F)(F)F